FC1=C(O[C@H]2C=3N(CCC2)N=C(N3)NC3[C@H]2CN(C[C@@H]3CC2)C2=NC=NC(=C2)C)C=CC(=C1)F (R)-8-(2,4-difluorophenoxy)-N-((1R,5s,8s)-3-(6-methylpyrimidin-4-yl)-3-azabicyclo[3.2.1]oct-8-yl)-5,6,7,8-tetrahydro-[1,2,4]triazolo[1,5-a]pyridin-2-amine